FC1(C2CN(CC12)C=O)F (6,6-difluoro-3-azabicyclo[3.1.0]hexan-3-yl)methanone